C1(CC1)C1=NC2=C(N1)C(=CC(=C2)C2=C(N=NN2C)C)C2=CC=NC=C2 2-cyclopropyl-5-(1,4-dimethyl-1H-1,2,3-triazol-5-yl)-7-(pyridin-4-yl)-1H-benzo[d]imidazole